amino-7-(1-(tert-butoxycarbonyl)piperidin-3-yl)pyrrolo[2,1-f][1,2,4]Triazine NC1=NN2C(C=N1)=CC=C2C2CN(CCC2)C(=O)OC(C)(C)C